N1=CN=C2NC=NC2=C1N[C@@H](C)C=1N(C(C2=C(C=CC=C2C1)Cl)=O)C1=CC=CC=C1 (S)-3-[1-(9H-purin-6-ylamino)ethyl]-8-chloro-2-phenyl-1(2H)-isoquinolinone